1-(6-(3-(6-aminopyridin-3-yl)-4-(5-chloro-6-methyl-1H-indazol-4-yl)-5-methyl-1H-pyrazol-1-yl)-2-azaspiro[3.3]heptan-2-yl)prop-2-en-1-one NC1=CC=C(C=N1)C1=NN(C(=C1C1=C2C=NNC2=CC(=C1Cl)C)C)C1CC2(CN(C2)C(C=C)=O)C1